C(CCC)S(=O)(=O)O.N1=C(C=CC=C1)C picoline butanesulfonate